tert-butyl 4-(3-(2,6-dioxopiperidin-3-yl)-2-oxo-2,3-dihydrobenzo[d]oxazol-6-yl)piperidine-1-carboxylate O=C1NC(CCC1N1C(OC2=C1C=CC(=C2)C2CCN(CC2)C(=O)OC(C)(C)C)=O)=O